1-Cyanato-4-methoxynaphthalene O(C#N)C1=CC=C(C2=CC=CC=C12)OC